C12(CC(C1)C2)N2[C@@H](C=1NC3=CC=CC=C3C1C[C@H]2C)C2=NC=C(C=C2)OC2CN(C2)CCCF (1S,3R)-2-(bicyclo[1.1.1]pentan-1-yl)-1-(5-((1-(3-fluoropropyl)azetidin-3-yl)oxy)pyridin-2-yl)-3-methyl-2,3,4,9-tetrahydro-1H-pyrido[3,4-b]indole